OCCOCC#CCOCCO 1,4-bis(2-hydroxyethoxy)-2-butyne